C(C)(=O)N(CCC1=CNC2=CC=CC=C12)O N-acetyl-hydroxy-tryptamine